N2-(2-aminoethyl)-6,7-dimethoxy-N4-phenethylquinazoline-2,4-diamine NCCNC1=NC2=CC(=C(C=C2C(=N1)NCCC1=CC=CC=C1)OC)OC